Propargyl-hydroxylamine hydrochloride Cl.C(C#C)NO